Se-(4-(benzyloxy)-2-butyl) selenobenzenesulfonate C1(=CC=CC=C1)S(=O)(=O)[Se]C(C)CCOCC1=CC=CC=C1